Cl.COC(=O)C1=C(N=NN1C)C1=NC=C(C=C1)N 4-(5-Aminopyridin-2-yl)-1-methyl-1H-1,2,3-triazole-5-carboxylic acid methyl ester hydrochloride